6-hydroxypicolinamide OC1=CC=CC(=N1)C(=O)N